C(C)(C)N1CC(CCC1)C1=C(N=NC=C1C)N (1-isopropylpiperidin-3-yl)-5-methylpyridazin-3-amine